Cl.Cl.N[C@H]1CCC[C@H](C(NC=2C=NN(C2C=2C=CN=C1C2)C)=O)C (9R,13S)-13-amino-3,9-dimethyl-3,4,7,15-tetraazatricyclo[12.3.1.02,6]octadeca-1(18),2(6),4,14,16-pentaen-8-one, dihydrochloride